N1=CC=C(C=C1)C1=NN2C(N=C(C=C2N2CCOCC2)C2NCCC2)=C1 4-(2-(pyridin-4-yl)-5-(pyrrolidin-2-yl)pyrazolo[1,5-a]pyrimidin-7-yl)morpholine